OC1=CC=C2C(C(=C(OC2=C1O)C(F)(F)F)OC1=CC=CC=C1)=O 7,8-dihydroxy-3-phenoxy-2-(trifluoromethyl)-4H-chromen-4-one